C(C)C(C(=O)[O-])CCCC.C(C)C(C(=O)[O-])CCCC.C(C)C(C(=O)[O-])CCCC.[Cr+3] chromium tris(2-ethyl-hexanoate)